(1R,2R)-2-(1H-benzo[d]imidazol-2-yl)-N-((R)-1-oxo-1-((4-propylphenyl)amino)propan-2-yl)cyclopropane-1-carboxamide N1C(=NC2=C1C=CC=C2)[C@H]2[C@@H](C2)C(=O)N[C@@H](C(NC2=CC=C(C=C2)CCC)=O)C